[Ca].FC1=CC=C(C=C1)C=1N(C(=C(C1C1=CC=CC=C1)C(NC1=CC=CC=C1)=O)C(C)C)CC[C@H](C[C@H](CC(=O)O)O)O (3R,5R)-7-[2-(4-fluorophenyl)-3-phenyl-4-(phenylcarbamoyl)-5-isopropylpyrrol-1-yl]-3,5-dihydroxyheptanoic acid calcium